7-methoxy-2-methyl-2H-pyrazolo[4,3-b]pyridin COC=1C=2C(N=CC1)=CN(N2)C